C(C1=CC=CC=C1)OC1CC(N2N=C(N=C21)C(=O)OCC)C(CC)O[Si](C)(C)C(C)(C)C ethyl 7-benzyloxy-5-[1-[tert-butyl (dimethyl) silyl] oxypropyl]-6,7-dihydro-5H-pyrrolo[1,2-b][1,2,4]triazole-2-carboxylate